Cl.N[C@@H]1[C@@H](CCC1)C(=O)OCC1=CC(=NC(=C1)Cl)Cl (2,6-Dichloropyridin-4-yl)methyl (1R,2S)-2-aminocyclopentane-1-carboxylate hydrochloride